CCCCCCCCCCCCCCCCCCCCCC(=O)OC[C@H](COP(=O)([O-])OCC[N+](C)(C)C)OC(=O)CCC/C=C\C/C=C\C/C=C\C/C=C\C/C=C\CC 1-docosanoyl-2-(5Z,8Z,11Z,14Z,17Z-eicosapentaenoyl)-glycero-3-phosphocholine